FC=1C=C(CN2N=C(C=C2)C(=O)O)C=CC1F 1-(3,4-difluorobenzyl)-1H-pyrazole-3-carboxylic acid